3-(5-fluoro-1-naphthyl)phthalide FC1=C2C=CC=C(C2=CC=C1)C1OC(=O)C2=CC=CC=C12